1-(3-((8-(3-acetamido-1H-pyrazole-1-carbonyl)-2,8-diazaspiro[4.5]dec-2-yl)methyl)-5-(trifluoromethyl)phenyl)cyclopentane-1-carboxylic acid C(C)(=O)NC1=NN(C=C1)C(=O)N1CCC2(CCN(C2)CC=2C=C(C=C(C2)C(F)(F)F)C2(CCCC2)C(=O)O)CC1